(3-(1H-imidazol-2-yl)benzyl)carbamic acid N1C(=NC=C1)C=1C=C(CNC(O)=O)C=CC1